3,5-difluoro-1,3-dimethylindolin-2-one FC1(C(N(C2=CC=C(C=C12)F)C)=O)C